N-[(1-hydroxycyclobutyl)methyl]-3-({4-[({2-[methyl(methylsulfonyl)amino]pyridin-3-yl}methyl)amino]-5-(trifluoromethyl)pyrimidin-2-yl}amino)benzamide OC1(CCC1)CNC(C1=CC(=CC=C1)NC1=NC=C(C(=N1)NCC=1C(=NC=CC1)N(S(=O)(=O)C)C)C(F)(F)F)=O